15-((2-(2,6-dioxopiperidin-3-yl)-1-oxoisoindolin-4-yl)amino)pentadecanoic acid O=C1NC(CCC1N1C(C2=CC=CC(=C2C1)NCCCCCCCCCCCCCCC(=O)O)=O)=O